C1(CC1)C=1C(=C2C(C(N(C2=C(C1)F)CC(=O)N[C@H]([C@H](CC(=O)O)C(F)(F)F)C)=O)(C)C)F (3S,4S)-4-(2-(5-cyclopropyl-4,7-difluoro-3,3-dimethyl-2-oxoindol-1-yl)acetamido)-3-(trifluoromethyl)pentanoic acid